(R)-3-(2-(4-aminopiperidin-1-yl)pyrimidin-5-yl)-N-((5-fluoro-2-hydroxyphenyl)(1H-indol-2-yl)methyl)-5-methylbenzamide NC1CCN(CC1)C1=NC=C(C=N1)C=1C=C(C(=O)N[C@@H](C=2NC3=CC=CC=C3C2)C2=C(C=CC(=C2)F)O)C=C(C1)C